4,5,6-trifluoro-N-[4-(1,2,3,6-tetrahydropyridin-4-yl)phenyl]isoindoline-2-carboxamide FC1=C2CN(CC2=CC(=C1F)F)C(=O)NC1=CC=C(C=C1)C=1CCNCC1